5-{6-[2-(4-Chloro-2-cyano-6,7-difluoro-indol-1-yl)-ethylamino]-pyrimidin-4-yl}-3-fluoro-thiophen ClC1=C2C=C(N(C2=C(C(=C1)F)F)CCNC1=CC(=NC=N1)C1=CC(=CS1)F)C#N